3-trifluoromethyl-4-(2,6-dimethylhept-5-en-1-yl)-5-fluoro-1-phenyl-1H-pyrazole FC(C1=NN(C(=C1CC(CCC=C(C)C)C)F)C1=CC=CC=C1)(F)F